[Si](C)(C)(C(C)(C)C)O[C@H]1[C@@H](O[C@@H]([C@H]1OCSSC)CO[Si](C)(C)C(C)(C)C)N1C(NC(C=C1)=O)=O ((2R,3R,4R,5R)-3-((tert-butyldimethylsilyl)oxy)-5-(((tert-butyldimethylsilyl)oxy)methyl)-4-((methyldisulfaneyl)methoxy)tetrahydrofuran-2-yl)pyrimidine-2,4(1H,3H)-dione